ClC=1C=C(C=CC1)NC([C@@H](CN)N)=O |r| N-(3-chlorophenyl)-DL-2,3-diaminopropionamide